C(N)(=O)C1CCC(CC1)C(=O)OC methyl (1r,4r)-4-carbamoylcyclohexane-1-carboxylate